trans-4-(Acetamidomethyl)-N-(3-(1-cyclopropyl-1H-pyrazol-4-yl)phenyl)-N-((trans-4-(4-methoxy-3-methylphenyl)cyclohexyl)methyl)-cyclohexanecarboxamide C(C)(=O)NC[C@@H]1CC[C@H](CC1)C(=O)N(C[C@@H]1CC[C@H](CC1)C1=CC(=C(C=C1)OC)C)C1=CC(=CC=C1)C=1C=NN(C1)C1CC1